C(#N)C=1C=C(C=CC1)C1=NN2C(N=C(C=C2)C(=O)N[C@H]2COC[C@H]2O)=C1C1=CC(=NC(=C1)C)C 2-(3-cyanophenyl)-3-(2,6-dimethyl-4-pyridinyl)-N-[(3s,4s)-4-hydroxytetrahydrofuran-3-yl]pyrazolo[1,5-a]pyrimidine-5-carboxamide